bis(2-aminophenyl)malonamide NC1=C(C=CC=C1)C(C(=O)N)(C(=O)N)C1=C(C=CC=C1)N